2'-chloro-N-(5-((1R,2S)-2-(difluoromethyl)cyclopropane-1-carbonyl)-5,6-dihydro-4H-pyrrolo[3,4-d]thiazol-2-yl)-5'-methoxy-6-methyl-[4,4'-bipyridine]-3-carboxamide ClC1=NC=C(C(=C1)C1=C(C=NC(=C1)C)C(=O)NC=1SC2=C(N1)CN(C2)C(=O)[C@H]2[C@H](C2)C(F)F)OC